(2S,3R)-2-amino-3-phenyl-butanoic acid hydrochloride Cl.N[C@H](C(=O)O)[C@H](C)C1=CC=CC=C1